C1(CC1)CN1CCC2(C[C@@H]2C(=O)N[C@@H](CCCCCC(CC)=O)C=2NC(=CN2)C=2C=C3C=CC(=NC3=CC2F)C)CC1 (S)-6-(Cyclopropylmethyl)-N-((S)-1-(5-(7-fluoro-2-methylchinolin-6-yl)-1H-imidazol-2-yl)-7-oxononyl)-6-azaspiro[2.5]octan-1-carboxamid